COC1=C(C=NC(=C1)C=1C=NNC1)NC1=CC=NC2=CC(=CC=C12)C N-(4-methoxy-6-(1H-pyrazol-4-yl)pyridin-3-yl)-7-methyl-quinolin-4-amine